2-Amino-4-(butylamino)-6-((3-(piperazine-1-carbonyl)bicyclo[1.1.1]pentane-1-yl)methyl)pyridine NC1=NC(=CC(=C1)NCCCC)CC12CC(C1)(C2)C(=O)N2CCNCC2